C(C)C1COC1 3-ethyloxetane